4-(((7-(cyclopropylmethoxy)-5-fluoro-4-oxo-3,4-dihydroquinazolin-2-yl)methyl)thio)piperidine-1-carboxylic acid tert-butyl ester C(C)(C)(C)OC(=O)N1CCC(CC1)SCC1=NC2=CC(=CC(=C2C(N1)=O)F)OCC1CC1